(2S,4S)-4-azido-N-methyl-N-(2-(2-(methylamino)ethoxy)ethyl)-1-((2-nitrophenyl)sulfonyl)pyrrolidine-2-carboxamide-TFA Salt OC(=O)C(F)(F)F.N(=[N+]=[N-])[C@H]1C[C@H](N(C1)S(=O)(=O)C1=C(C=CC=C1)[N+](=O)[O-])C(=O)N(CCOCCNC)C